N1=C(C=NC=C1)C1=NC=CN=C1 2,2'-bipyrazine